4,5-dimethylthiazole CC=1N=CSC1C